N-((1r,4r)-4-(Benzyl(methyl)amino)cyclohexyl)-6-chloropyridine-3-sulfonamide C(C1=CC=CC=C1)N(C1CCC(CC1)NS(=O)(=O)C=1C=NC(=CC1)Cl)C